N-(1-(4,4-difluoro-tetrahydrofuran-3-yl)-1H-pyrazol-4-yl)-5-(pyridin-2-yl)isoxazole-3-carboxamide FC1(C(COC1)N1N=CC(=C1)NC(=O)C1=NOC(=C1)C1=NC=CC=C1)F